3-(2-Isopropylpyridin-3-yl)-1-methyl-5-(4-(1-methyl-4-(trifluoromethyl)-1H-imidazol-2-yl)phenyl)-4,5,6,7-tetrahydro-1H-pyrazolo[4,3-c]pyridine C(C)(C)C1=NC=CC=C1C1=NN(C2=C1CN(CC2)C2=CC=C(C=C2)C=2N(C=C(N2)C(F)(F)F)C)C